(1-chloro-4-hydroxy-7-(3-phenoxyphenoxy)isoquinoline-3-carbonyl)glycine ClC1=NC(=C(C2=CC=C(C=C12)OC1=CC(=CC=C1)OC1=CC=CC=C1)O)C(=O)NCC(=O)O